C(#N)C1=CC(=C(COC2=CC=CC(=N2)C2CCN(CC2)CC2=NC3=C(N2C)C=C(C2=C3OCCO2)C(=O)O)C=C1)F 2-((4-(6-((4-Cyano-2-fluorobenzyl)oxy)pyridin-2-yl)piperidin-1-yl)methyl)-3-methyl-7,8-dihydro-3H-[1,4]dioxino[2',3':3,4]benzo[1,2-d]imidazole-5-carboxylic acid